N1CC[C@H]([C@]12COCC2)C2=CC=1C(=NC=CC1NC=1C(=CC3=C(N=CS3)C1F)F)S2 N-(2-((4R,5R)-7-oxa-1-azaspiro[4.4]nonan-4-yl)thieno[2,3-b]pyridin-4-yl)-4,6-difluorobenzo[d]thiazol-5-amine